bis(2,4-dimethoxybenzoyl)-2,4,4-trimethylpentylphosphine oxide COC1=C(C(=O)P(CC(CC(C)(C)C)C)(C(C2=C(C=C(C=C2)OC)OC)=O)=O)C=CC(=C1)OC